5-Amino-1-(propan-2-yl)-3-[4-([[7-(trifluoromethyl)-1,3-benzothiazol-2-yl]carbamoyl]methyl)phenyl]-1H-pyrazole-4-carboxamide NC1=C(C(=NN1C(C)C)C1=CC=C(C=C1)CC(NC=1SC2=C(N1)C=CC=C2C(F)(F)F)=O)C(=O)N